2-(5-fluoro-3-pyridyl)-4-(trifluoromethyl)pyrimidin-5-amine FC=1C=C(C=NC1)C1=NC=C(C(=N1)C(F)(F)F)N